OC(CNC(=O)C1=CC(=NN1[C@@H](C)C1=CC=CC=C1)C(=O)NC)C N5-(2-Hydroxypropyl)-N3-methyl-1-((S)-1-phenylethyl)-1H-pyrazole-3,5-dicarboxamide